3-((2,6-difluorophenyl)ethynyl)-8-fluoroquinoline FC1=C(C(=CC=C1)F)C#CC=1C=NC2=C(C=CC=C2C1)F